CC=1C=CC(=C2C(=CC(=NC12)C=1SC2=C(C1C)C=CC=C2)C(=O)O)OC(C)C2=CC=C(C=C2)C 8-methyl-2-(3-methyl-1-benzothien-2-yl)-5-[1-(4-methylphenyl)ethoxy]Quinoline-4-carboxylic acid